(2E)-3-(DIMETHYLCARBAMOYL)PROP-2-ENOIC ACID CN(C(=O)/C=C/C(=O)O)C